(R)-N-(2,5-dimethoxyphenyl)-3-(3-fluoro-4-methylphenyl)-3-(pyridin-2-yl)pyrrolidine-1-carboxamide COC1=C(C=C(C=C1)OC)NC(=O)N1C[C@](CC1)(C1=NC=CC=C1)C1=CC(=C(C=C1)C)F